BrCC1=C(C(=NC=C1)C)F 4-(bromomethyl)-3-fluoro-2-methylpyridine